N1=CN=C2NC=NC2=C1C=1C(=NC=CC1)NC=1C=CC(=C(C1)NC(C1=CC(=CC=C1)C1CC1)=O)F N-(5-(3-(9H-purin-6-yl)pyridin-2-ylamino)-2-fluorophenyl)-3-cyclopropylbenzamid